N1N=C(C=C1)NC1=NC=CC(=N1)C1=CC=CC(=N1)C1=NOC(=C1)[C@]1(C(N(CC1)C)=O)O (R)-3-(3-(6-(2-((1H-Pyrazol-3-yl)amino)pyrimidin-4-yl)pyridin-2-yl)isoxazol-5-yl)-3-hydroxy-1-methylpyrrolidin-2-one